6-aminobenzo[D][1,3]dioxazole-5-carbaldehyde NC=1C(=CC2=C(ONO2)C1)C=O